C(C)(C)(C)OC(N(C)C1CCN(CC1)C1=NC=C(C=C1)Br)=O.C(C1=CC=CC=C1)(=O)C(CN(S(=O)(=O)C1=CC=CC=C1)S(=O)(=O)C1=CC=CC=C1)C(C)(C)F N-(2-benzoyl-3-fluoro-3-methylbutyl)-N-(benzenesulfonyl)benzenesulfonamide tert-butyl-N-[1-(5-bromo-2-pyridyl)-4-piperidyl]-N-methyl-carbamate